INDOLE-3-ACETALDEHYDE N1C=C(C2=CC=CC=C12)CC=O